(2S,4R)-1-{2-acetyl-5-oxa-2,6-diazaspiro[3.4]oct-6-ene-7-carbonyl}-4-fluoro-N-[(S)-phenyl[4-(propan-2-yl)phenyl]methyl]pyrrolidine-2-carboxamide C(C)(=O)N1CC2(C1)ON=C(C2)C(=O)N2[C@@H](C[C@H](C2)F)C(=O)N[C@H](C2=CC=C(C=C2)C(C)C)C2=CC=CC=C2